O[C@@H]1C[C@@H](N(C1)C(=O)OC(C)(C)C)C(=O)ON1C(CCC1=O)=O 1-(tert-butyl) 2-(2,5-dioxopyrrolidin-1-yl) (2R,4R)-4-hydroxypyrrolidine-1,2-dicarboxylate